C(CCC)C1=CC=C(C=C1)C1=C(C=C(C=C1)C1=CC=C(C=C1)CC)F 4-butyl-4''-Ethyl-2'-fluoro-1,1':4',1''-terphenyl